4-Fluorophenyl 3-deoxy-3-[4-(3,4,5-trifluorophenyl)-1H-1,2,3-triazol-1-yl]-1-thio-α-D-galactopyranoside FC=1C=C(C=C(C1F)F)C=1N=NN(C1)[C@@H]1[C@H]([C@@H](SC2=CC=C(C=C2)F)O[C@@H]([C@@H]1O)CO)O